2-(hydroxy-1-methylethyl)cyclohexylacetic acid OC(C)(C)C1C(CCCC1)CC(=O)O